C(C)(C)(C)OC(NCC1=CC=C(C=C1)C1=NC(=NN1C)C(F)(F)F)=O (4-(1-methyl-3-(trifluoromethyl)-1H-1,2,4-triazol-5-yl)benzyl)carbamic acid tert-butyl ester